C1(=CC=CC=C1)OB(OCO)O boric acid hydroxymethyl phenyl ester